N-fluoro-N-(benzenesulfonyl)naphthalene-2-sulfonamide FN(S(=O)(=O)C1=CC2=CC=CC=C2C=C1)S(=O)(=O)C1=CC=CC=C1